(S)-1-bromo-4-methoxy-2-(1-phenylethyl)benzene pyrazolopyrimidinetrithiate N1=NC(=C2C1=C(N=C(N2)C(O)=S)C(O)=S)C(O)=S.BrC2=C(C=C(C=C2)OC)[C@@H](C)C2=CC=CC=C2